N-(1-METHYL-1H-INDAZOL-7-YL)-6-(2-METHYLPYRIMIDIN-5-YL)PYRIDINE-3-SULFONAMIDE CN1N=CC2=CC=CC(=C12)NS(=O)(=O)C=1C=NC(=CC1)C=1C=NC(=NC1)C